C(C)(=O)N1CCC(CC1)COC1=CC(=C2C(NC(=NC2=C1)CC1CC1)=O)F 7-((1-acetylpiperidin-4-yl)methoxy)-2-(cyclopropylmethyl)-5-fluoroquinazolin-4(3H)-one